N1=CN=C2N=CNC2=C1N[C@@H]1[C@H]([C@@H]([C@H]([C@@H](O1)CO)NC(=O)[C@]1(NC(C(C1([2H])[2H])([2H])[2H])([2H])[2H])[2H])O)O (S)-N-((2R,3R,4R,5S,6S)-6-((7H-purin-6-yl)amino)-4,5-dihydroxy-2-(hydroxymethyl)tetrahydro-2H-pyran-3-yl)pyrrolidine-2,3,3,4,4,5,5-d7-2-carboxamide